Phenyl N'-cyano-N-(1-methyl-1H-benzo[d]imidazol-6-yl)carbamimidate C(#N)N=C(NC=1C=CC2=C(N(C=N2)C)C1)OC1=CC=CC=C1